ethyl 2-chloro-6-[(4-cyano-2-fluorophenyl)sulfamoyl]-4H-furo[3,2-b]pyrrole-5-carboxylate ClC1=CC=2NC(=C(C2O1)S(NC1=C(C=C(C=C1)C#N)F)(=O)=O)C(=O)OCC